5-(4-chlorophenyl)-2,5,6,7-tetrahydro-3H-pyrrolo[2,1-c][1,2,4]triazol-3-one ClC1=CC=C(C=C1)C1CCC2=NNC(N21)=O